2-{12-biotinyl-(aminododecanoyl)}-sn-glycero-3-phosphoethanolamine C(CCCC[C@@H]1SC[C@@H]2NC(=O)N[C@H]12)(=O)C(CCCCCCCCCCC(=O)O[C@H](CO)COP(=O)(O)OCCN)N